9-[4-(tetrahydrofuran-2-ylmethoxy)phenyl]-3,4-dihydropyrido[2,1-c][1,2,4]thiadiazine 2,2-dioxide O1C(CCC1)COC1=CC=C(C=C1)C1=CC=CN2C1=NS(CC2)(=O)=O